S1C(=CC2=C1C=CC=C2)C2(CCN(CC2)C2=C(C(N(C1=CC=CC=C21)C)=O)C#N)O 4-[4-(1-benzothiophen-2-yl)-4-hydroxypiperidin-1-yl]-1-methyl-2-oxo-1,2-dihydroquinoline-3-carbonitrile